N7,N7,N13,N13,5,9,11,15-octaphenyl-5,9,11,15-tetrahydro-5,9,11,15-tetraaza-19b,20b-diboradinaphtho[3,2,1-de:1',2',3'-jk]pentacene-7,13-diamine B12C3=CC=CC=C3N(C4=C1C(=CC(=C4)N(C5=CC=CC=C5)C6=CC=CC=C6)N(C7=CC8=C(B9C1=CC=CC=C1N(C1=C9C(=CC(=C1)N(C1=CC=CC=C1)C1=CC=CC=C1)N8C1=CC=CC=C1)C1=CC=CC=C1)C=C27)C1=CC=CC=C1)C1=CC=CC=C1